N-((1R)-3-Cyano-3-azabicyclo[3.1.0]hexan-1-yl)-5-(2-(phenylamino)phenyl)-1H-pyrazol-3-carboxamid C(#N)N1C[C@]2(CC2C1)NC(=O)C1=NNC(=C1)C1=C(C=CC=C1)NC1=CC=CC=C1